N-(4-(7-(4-hydroxy-4-methylpiperidin-1-yl)imidazo[1,2-a]pyridin-3-yl)phenyl)-5-nitrofuran-2-carboxamide OC1(CCN(CC1)C1=CC=2N(C=C1)C(=CN2)C2=CC=C(C=C2)NC(=O)C=2OC(=CC2)[N+](=O)[O-])C